C(=O)(O)C1=CCC=CC1=O 3-carboxyl-4-oxo-2,5-cyclohexadiene